2-(2,6-dimethyl-4-(2-(6-(trifluoromethyl)imidazo[1,2-a]pyridin-3-yl)pyrimidin-4-yl)piperazin-1-yl)acetonitrile CC1N(C(CN(C1)C1=NC(=NC=C1)C1=CN=C2N1C=C(C=C2)C(F)(F)F)C)CC#N